tert-butyl (3S,4S)-4-(4-(2-butyl-1-oxo-1,2-dihydro-2,7-naphthyridin-4-yl)phenoxy)-3-fluoropiperidine-1-carboxylate C(CCC)N1C(C2=CN=CC=C2C(=C1)C1=CC=C(O[C@@H]2[C@H](CN(CC2)C(=O)OC(C)(C)C)F)C=C1)=O